C(C)OC(CCC(=O)C1=NC(=CC=C1O)C1=C(C=CC(=C1)OC)Cl)=O 4-[6-(2-chloro-5-methoxy-phenyl)-3-hydroxy-pyridin-2-yl]-4-oxo-butyric acid ethyl ester